C1(CCCCC1)NCCCCCCCSC1=C2C(N(C(C2=CC=C1F)=O)C1C(NC(CC1)=O)=O)=O 4-((7-(cyclohexylamino)heptyl)thio)-2-(2,6-dioxopiperidin-3-yl)-5-fluoroisoindoline-1,3-dione